C1(=CC=CC=C1)S(=O)(=O)NC(NC1=C(C=CC=C1)S(=O)(=O)NC1=C(C=CC=C1)NC(=O)NC1=CC=CC=C1)=O 2-(3-(Phenylsulfonyl)ureido)-N-(2-(3-phenylureido)phenyl)benzenesulfonamide